(R or S)-2-(5-bromopyridin-2-yl)-N-((R)-phenyl((R)-1,2,3,4-tetrahydropyrido[2,3-b]pyrazin-3-yl)methyl)propan-1-amine BrC=1C=CC(=NC1)[C@@H](CN[C@@H]([C@H]1CNC2=C(N1)N=CC=C2)C2=CC=CC=C2)C |o1:7|